cyclopentyl (3R*,4R*)-3,4-difluoropyrrolidine-1-carboxylate F[C@@H]1CN(C[C@H]1F)C(=O)OC1CCCC1 |o1:1,5|